5-(3-chlorophenyl)-3-hydroxy-pyridine methyl-formate COC=O.ClC=1C=C(C=CC1)C=1C=C(C=NC1)O